NC1=NC(=C2C(=N1)N(N=C2)CC2=C(C=CC=C2F)F)C=2C=C(C#N)C=CN2 2-(6-amino-1-(2,6-difluorobenzyl)-1H-pyrazolo[3,4-d]pyrimidin-4-yl)isonicotinonitrile